(1S,3S)-N1-(5-(difluoromethoxy)pyrimidin-2-yl)cyclopentane-1,3-diamine hydrochloride Cl.FC(OC=1C=NC(=NC1)N[C@@H]1C[C@H](CC1)N)F